ClC=1C(=C(C=CC1Cl)NC1=NC=NC2=CC(=C(C=C12)[N+](=O)[O-])O)F.[C].[Nb].[Ta] tantalum-niobium carbon 4-((3,4-dichloro-2-fluorophenyl)amino)-6-nitroquinazolin-7-ol